C(\C=C\C(=O)OCC(=O)N1CCN(CC1)CC1=CC=CC=C1)(=O)OC methyl 2-(4-benzylpiperazinyl)-2-oxoethyl (2E)-but-2-ene-1,4-dioate